C(C)(C)N(P(O[C@H]1[C@@H](OC(C1)COC(C1=CC=CC=C1)(C1=CC=C(C=C1)OC)C1=CC=C(C=C1)OC)N1C=2N=C(NC(C2N=C1)=O)NC(C(C)C)=O)OCCC#N)C(C)C (2R,3R)-5-((bis(4-methoxyphenyl)(phenyl)methoxy)methyl)-2-(2-isobutyramido-6-oxo-1,6-dihydro-9H-purin-9-yl)tetrahydrofuran-3-yl (2-cyanoethyl) diisopropylphosphoramidite